(±)-2-(3-fluoropiperidin-1-yl)isonicotinonitrile F[C@H]1CN(CCC1)C=1C=C(C#N)C=CN1 |r|